ClC=1C=C(C=C2C=C(N=NC12)NC(=O)[C@H]1[C@H](C1)F)C=1C=NN(C1)CC (1S,2S)-N-(8-chloro-6-(1-ethyl-1H-pyrazol-4-yl)cinnolin-3-yl)-2-fluorocyclopropanecarboxamide